6-methoxy-3-((8-methoxy-2-(6-methylpyridin-3-yl)-2,3-dihydrobenzo[b][1,4]dioxin-6-yl)methyl)-3H-imidazo[4,5-b]pyridine COC=1C=C2C(=NC1)N(C=N2)CC2=CC1=C(OC(CO1)C=1C=NC(=CC1)C)C(=C2)OC